1-(4-azidobutyl)indoline N(=[N+]=[N-])CCCCN1CCC2=CC=CC=C12